Trifluoromethyl-methionine FC(F)(F)N[C@@H](CCSC)C(=O)O